2-(4-(6-((6-(difluoromethyl)pyrimidin-4-yl)amino)-1H-pyrazolo[4,3-c]pyridin-1-yl)-3,5-difluorophenyl)propan-2-ol FC(C1=CC(=NC=N1)NC1=CC2=C(C=N1)C=NN2C2=C(C=C(C=C2F)C(C)(C)O)F)F